FC1([C@@]2(C1)CN1CCC1(C2)C(=O)OC)F methyl (3S)-2',2'-difluoro-1-azaspiro[bicyclo[3.2.0]heptane-3,1'-cyclopropane]-5-carboxylate